zirconium oxide (bis(2-ethylhexanoate)) zirconium [Zr+4].C(C)C(C(=O)[O-])CCCC.C(C)C(C(=O)[O-])CCCC.[O-2].[Zr+4]